NC1=CC(=C(C(=N1)C1=C(C=C2C(=NC(=NC2=C1F)OC[C@H]1N(CCC1)C)N1[C@H](CN(CC1)C(C=C)=O)C)Cl)C(F)(F)F)C [(3s)-4-[7-[6-amino-4-methyl-3-(trifluoromethyl)-2-pyridyl]-6-chloro-8-fluoro-2-[[(2s)-1-methylpyrrolidin-2-yl]methoxy]quinazolin-4-yl]-3-methyl-piperazin-1-yl]prop-2-en-1-one